4-bromo-3-chloro-2-fluoro-6-(isobutylamino)benzonitrile BrC1=C(C(=C(C#N)C(=C1)NCC(C)C)F)Cl